C(#N)C1=NC=2C3=NC(=C(N=C3C3=NC(=C(N=C3C2N=C1C#N)C#N)C#N)C#N)C#N 2,3,6,7,10,11-hexacyanohexaazatriphenylene